N-(4-(4-amino-7-(3,3-difluoro-4-(methylamino)piperidin-1-yl)-1-ethyl-1H-pyrazolo[4,3-c]pyridin-3-yl)-2-fluorophenyl)-2-chlorobenzenesulfonamide NC1=NC=C(C2=C1C(=NN2CC)C2=CC(=C(C=C2)NS(=O)(=O)C2=C(C=CC=C2)Cl)F)N2CC(C(CC2)NC)(F)F